[Si](C1=CC=CC=C1)(C1=CC=CC=C1)(C(C)(C)C)OCC[C@H](CCC)NC=1C2=C(N=C(N1)NC(OC)=O)C=NN2CC2=NC(=CC=C2OC)CO methyl (S)-(7-((1-((tert-butyldiphenylsilyl)oxy)hexan-3-yl)amino)-1-((6-(hydroxymethyl)-3-methoxypyridin-2-yl)methyl)-1H-pyrazolo[4,3-d]pyrimidin-5-yl)carbamate